Pentacyclo[7.5.1.02,8.03,7.010,14]pentadecanedimethanol C12(C3(C4CCCC4C3C(C3CCCC31)C2)CO)CO